ClC1=C(C2=C(NC(O[C@@]23CN(CCC3)C(=O)C=3C=NN(C3)CC=3SC(=C(N3)C)C)=O)C=C1)F (R)-6-Chloro-1'-(1-((4,5-dimethylthiazol-2-yl)methyl)-1H-pyrazole-4-carbonyl)-5-fluorospiro[benzo[d][1,3]oxazine-4,3'-piperidin]-2(1H)-one